COC(=O)C=1C=C2SC=3C=CC(=CC3C(C2=CC1)=O)C 6-methoxycarbonyl-2-methylthioxanthone